N-(4-((2,6-dioxopiperidin-3-yl)amino)phenyl)-7-(spiro[3.3]heptan-2-ylamino)heptylamide O=C1NC(CCC1NC1=CC=C(C=C1)[N-]CCCCCCCNC1CC2(C1)CCC2)=O